tert-butyl 5-[6-chloro-7-[[4-methyl-6-(methylamino)pyrimidin-2-yl]amino]-2,3-dihydro-1,4-benzodioxin-5-yl]-2-methyl-2,3,4,7-tetrahydroazepine-1-carboxylate ClC1=C(C2=C(OCCO2)C=C1NC1=NC(=CC(=N1)C)NC)C=1CCC(N(CC1)C(=O)OC(C)(C)C)C